tert-Butyl-2-[[5-[[(E,2S)-7-(dimethylamino)-2-(dimethylcarbamoyloxy)-7-oxo-hept-5-enoyl]amino]-6-oxo-pyridazin-1-yl]methyl]-4-(2,2-dimethylpropyl)-6-fluoro-benzimidazol-1-carboxylat C(C)(C)(C)OC(=O)N1C(=NC2=C1C=C(C=C2CC(C)(C)C)F)CN2N=CC=C(C2=O)NC([C@H](CC\C=C\C(=O)N(C)C)OC(N(C)C)=O)=O